Oxetanocyclononadecane-2,19-dione O1C(C2C1C(CCCCCCCCCCCCCCCC2)=O)=O